NC1=C(C(C=2C(=NNC2C2=CC3=CC=CC=C3C=C2)O1)C1=C(C=CC(=C1)OC)OC)C#N 6-amino-4-(2,5-dimethoxyphenyl)-3-naphthalen-2-yl-2,4-dihydropyrano[2,3-C]pyrazole-5-carbonitrile